FC=1C(N(C=C(C1)CCN1C[C@@H](CC1)F)C(C(=O)OCC)CC(C)C)=O ethyl 2-(3-fluoro-5-(2-((R)-3-fluoropyrrolidin-1-yl)ethyl)-2-oxopyridin-1(2H)-yl)-4-methylpentanoate